2-(5-bromo-2-pyridylazo)-5-[N-propyl-N-(3-sulfopropyl)amino]Phenol BrC=1C=CC(=NC1)N=NC1=C(C=C(C=C1)N(CCCS(=O)(=O)O)CCC)O